3-[(3-chloro-2-methoxyphenyl)amino]-2-(3-{2-[(2S)-1-(prop-2-enoyl)piperidin-2-yl]ethynyl}pyridin-4-yl)-1H,5H,6H,7H-pyrrolo[3,2-c]pyridin-4-one ClC=1C(=C(C=CC1)NC1=C(NC2=C1C(NCC2)=O)C2=C(C=NC=C2)C#C[C@H]2N(CCCC2)C(C=C)=O)OC